4-((R)-4-(3,8-diazabicyclo[3.2.1]octan-3-yl)-6-chloro-8-fluoro-2-(((S)-1-methylpyrrolidin-2-yl)methoxy)quinazolin-7-yl)-2-amino-7-fluorobenzo[b]thiophene-3-carbonitrile [C@H]12CN(CC(CC1)N2)C2=NC(=NC1=C(C(=C(C=C21)Cl)C2=CC=C(C=1SC(=C(C12)C#N)N)F)F)OC[C@H]1N(CCC1)C